C(C)(C)(C)OC(=O)N1CCC2(CC=C2C2=C(C=NN2C2=C(C=CC=C2)C(F)(F)F)C=O)CC1 (4-formyl-1-(2-(trifluoromethyl)phenyl)-1H-pyrazol-5-yl)-7-azaspiro[3.5]non-1-ene-7-carboxylic acid tert-butyl ester